COC=1C=C(CNC(/C=C/C2=CC(=C(C=C2)OC(C(C)C)=O)OC)=O)C=CC1OC (E)-4-(3-((3,4-dimethoxybenzyl)amino)-3-oxoprop-1-en-1-yl)-2-methoxyphenylisobutyrate